methyl 1H-pyrrolo[2,3-b]pyridine-2-carboxylate N1C(=CC=2C1=NC=CC2)C(=O)OC